4-(cyclopentylamino)-N'-(2-ethyl-4-hydroxy-phenyl)-6-(6-methyl-3-pyridyl)pyrrolo[1,2-b]pyridazine-3-carboxamidine C1(CCCC1)NC=1C=2N(N=CC1C(=NC1=C(C=C(C=C1)O)CC)N)C=C(C2)C=2C=NC(=CC2)C